3-(4-isopropyl-2-methylphenyl)propanoic acid C(C)(C)C1=CC(=C(C=C1)CCC(=O)O)C